C(C1=CC=CC=C1)OC1=C2N3C4(CC(C3=C(C1=O)C(=O)NCC1=C(C=C(C=C1F)F)F)F)CCCCN(C2=O)C4 11-(benzyloxy)-8-fluoro-1,10-dioxo-N-(2,4,6-trifluorobenzyl)-1,3,4,5,6,7,8,10-octahydro-2,6a-methano[1,4]diazonino[9,1,2-cd]indolizine-9-carboxamide